BrC1=CC=C(C=C1)N1N=C(C(=C1)C1OCC(N1CCC1=CC=C(C=C1)NCCCl)=O)C1=CC=C(C=C1)F (1-(4-bromophenyl)-3-(4-fluorophenyl)-1H-pyrazol-4-yl)-3-(4-((2-chloroethyl)amino)phenethyl)oxazolidine-4-one